1-(4-((6-amino-5-cyanopyrimidin-4-yl)oxy)-2-methylphenyl)-3-(3-(tert-butyl)-1-(4-ethoxyphenyl)-1H-pyrazol-5-yl)urea NC1=C(C(=NC=N1)OC1=CC(=C(C=C1)NC(=O)NC1=CC(=NN1C1=CC=C(C=C1)OCC)C(C)(C)C)C)C#N